C(C)C(=CC=C)C 4-ethyl-1,3-pentadiene